N[C@H](C(=O)O)CN1N=C(C(=C1)NC1=NC=C(C(=N1)NC)C(F)(F)F)C (S)-2-amino-3-(3-methyl-4-((4-(methylamino)-5-(trifluoromethyl)pyrimidin-2-yl)amino)-1H-pyrazol-1-yl)propionic acid